ethyl (E)-4-[3-(3-nitro-10,11-dihydro-5H-dibenzo[b,f]azepin-5-yl)propylamino]but-2-enoate [N+](=O)([O-])C=1C=CC2=C(N(C3=C(CC2)C=CC=C3)CCCNC/C=C/C(=O)OCC)C1